C(C)C(CN(C(C)=O)CC(CCCC)CC)CCCC N,N-di(2-ethylhexyl)acetamide